BrC=1C=CC(=NC1)N1CC2C(C1)CC(C2)(C)C=2C(=C(C(=O)N)C=CC2)Cl (2-(5-bromopyridin-2-yl)-5-methyloctahydrocyclopenta[c]pyrrol-5-yl)-2-chlorobenzamide